NC=1N=CC2=CC(=CC(=C2C1)N1C[C@H](CC1)O)C1=C(C=CC=C1C)F (3S)-1-[3-amino-7-(2-fluoro-6-methyl-phenyl)-5-isoquinolyl]pyrrolidin-3-ol